(2S)-2-ethoxy-2-(3-methoxyphenyl)-N-[5-[[(3R)-1-(6-methylpyridazin-3-yl)pyrrolidin-3-yl]amino]-1,3,4-thiadiazol-2-yl]acetamide C(C)O[C@H](C(=O)NC=1SC(=NN1)N[C@H]1CN(CC1)C=1N=NC(=CC1)C)C1=CC(=CC=C1)OC